tert-butyl (cis)-1-(4-(allyloxy)-3,3-dimethyl-4-oxobutyl)-2-ethyl-6,6-difluorohexahydropyrrolo[3,2-c]pyrazole-4(1H)-carboxylate C(C=C)OC(C(CCN1N(C[C@H]2[C@@H]1C(CN2C(=O)OC(C)(C)C)(F)F)CC)(C)C)=O